BrC=1C=CC(=C(C1)N1N=CC=C1N)[N+](=O)[O-] 2-(5-Bromo-2-nitro-phenyl)pyrazol-3-amine